Cyclohexyl (R)-3-(2-(6-((5-acrylamido-2-methoxy-4-(4-methylpiperazin-1-yl)phenyl)amino)pyrimidine-4-yl)isooxazolidin-3-yl)benzoate C(C=C)(=O)NC=1C(=CC(=C(C1)NC1=CC(=NC=N1)N1OCC[C@@H]1C=1C=C(C(=O)OC2CCCCC2)C=CC1)OC)N1CCN(CC1)C